1-(3-(aminomethyl)phenyl)-N-(3-((cyclopropylmethylamino)(6-methoxynaphthalen-2-yl)methyl)phenyl)-3-(trifluoromethyl)-1H-pyrazole-5-carboxamide NCC=1C=C(C=CC1)N1N=C(C=C1C(=O)NC1=CC(=CC=C1)C(C1=CC2=CC=C(C=C2C=C1)OC)NCC1CC1)C(F)(F)F